C(C=C)(=O)OCC1OCOC1 1,3-dioxolan-4-yl-methyl acrylate